BrCC1=NC=C(C=C1)F 2-(bromomethyl)-5-fluoropyridine